Heptadecan-9-yl 8-((3-((isoxazol-3-ylmethyl)sulfonamido)propyl)(8-((2-methylnonyl)oxy)-8-oxooctyl)amino)octanoate O1N=C(C=C1)CS(=O)(=O)NCCCN(CCCCCCCC(=O)OC(CCCCCCCC)CCCCCCCC)CCCCCCCC(=O)OCC(CCCCCCC)C